3-(dimethylcarbamoyl)-2-fluorothiophene-3-carboxylate CN(C(=O)C1(C(SC=C1)F)C(=O)[O-])C